IC=1C(=NNC1C(=O)OCC)C(F)(F)F ethyl 4-iodo-3-(trifluoromethyl)-1H-pyrazole-5-carboxylate